C(C1=CC=CC=C1)NC1=NC(=NN2C1=CC=C2)N2C(=CC1=CC=CC=C21)C 1-[4-(benzylamino)pyrrolo[2,1-f][1,2,4]triazin-2-yl]-2-methyl-1H-indol